3,3'-tolidine CC1=C(C=CC(=C1)C2=CC(=C(C=C2)N)C)N